[bromo(ethoxy)methoxy]ethane BrC(OCC)OCC